6-bromo-N-(6-(2,2-difluoroethoxy)-5-fluoro-2-methoxypyridin-3-yl)-1H-indole-3-sulfonamide BrC1=CC=C2C(=CNC2=C1)S(=O)(=O)NC=1C(=NC(=C(C1)F)OCC(F)F)OC